6-(2-{5-[(3R,5R)-3-amino-5-fluoropiperidine-1-carbonyl]-7-methoxy-1-methyl-1H-1,3-benzodiazol-2-yl}-1-(cyclopropylmethyl)-1H-pyrrolo[2,3-b]pyridin-6-yl)-5-methylpyridin-3-ol N[C@H]1CN(C[C@@H](C1)F)C(=O)C1=CC2=C(N(C(=N2)C2=CC=3C(=NC(=CC3)C3=C(C=C(C=N3)O)C)N2CC2CC2)C)C(=C1)OC